1-(2-bromo-5-fluorophenyl)ethan-1-ol BrC1=C(C=C(C=C1)F)C(C)O